C(C)(C)C=1C2=C(NC1C=1C=C(C=3N(C1)N=CN3)OC)C=C(S2)C2CCN(CC2)C(=O)OC(C)(C)C tert-butyl 4-(6-isopropyl-5-(8-methoxy-[1,2,4]triazolo[1,5-a]pyridin-6-yl)-4H-thieno[3,2-b]pyrrol-2-yl)piperidine-1-carboxylate